FC1=CC=C(C=C1)C1=CC=C(C=N1)OC1=CC(=C(C=N1)N)C 6-((6-(4-fluorophenyl)pyridin-3-yl)oxy)-4-methylpyridin-3-amine